Disodium naphthalenedisulfonate C=1(C(=CC=C2C=CC=CC12)S(=O)(=O)[O-])S(=O)(=O)[O-].[Na+].[Na+]